COC=1C=C(C=CC1)C(C(=O)O)CC 2-(3-methoxyphenyl)butanoic acid